methyl 2-[1-[2-(4-methoxy-1-piperidyl)-3,6-dimethyl-4-oxo-quinazolin-8-yl]ethylamino]benzoate COC1CCN(CC1)C1=NC2=C(C=C(C=C2C(N1C)=O)C)C(C)NC1=C(C(=O)OC)C=CC=C1